(R)-2-(5-((3-(cyclopropylmethyl)-2,4,5-trioxoimidazolidin-1-yl)methyl)-1,2,4-oxadiazol-3-yl)-N-(2-methoxyphenyl)-N-((tetrahydro-2H-pyran-2-yl)methyl)acetamide C1(CC1)CN1C(N(C(C1=O)=O)CC1=NC(=NO1)CC(=O)N(C[C@@H]1OCCCC1)C1=C(C=CC=C1)OC)=O